CC1=NC=2C(=NC(=CC2)C=2C=CN3N=C(N=CC32)NCC(C)(C)F)N1C 5-(2,3-dimethyl-3H-imidazo[4,5-b]pyridin-5-yl)-N-(2-fluoro-2-methylpropyl)pyrrolo[2,1-f][1,2,4]triazin-2-amine